3-methyl-5-bromomethyl-benzamide CC=1C=C(C(=O)N)C=C(C1)CBr